3-{[Dimethyl(phenyl)silyl]methyl}-N-(quinolin-8-yl)heptanamide C[Si](C1=CC=CC=C1)(C)CC(CC(=O)NC=1C=CC=C2C=CC=NC12)CCCC